C(C)C1=C(C=CC(=C1)N1CCN(CC1)C)NC1=NC=C(C(=C1)NCCCNC(N(C)C)=O)C(F)(F)F 3-(3-((2-((2-ethyl-4-(4-methylpiperazin-1-yl)phenyl)amino)-5-(trifluoromethyl)pyridin-4-yl)amino)propyl)-1,1-dimethylurea